3-(2-ethoxycarbonyl-acetyl)-3-fluoro-piperidine-1-carboxylic acid tert-butyl ester C(C)(C)(C)OC(=O)N1CC(CCC1)(F)C(CC(=O)OCC)=O